7-(3-chloro-4-hydroxybenzamido)-N-(2-methoxyphenethyl)thieno[2,3-b]pyrazine-6-carboxamide ClC=1C=C(C(=O)NC2=C(SC3=NC=CN=C32)C(=O)NCCC3=C(C=CC=C3)OC)C=CC1O